2-(1-((1R,3r,5S)-8-azabicyclo[3.2.1]oct-3-yl)-1H-pyrazol-4-yl)-8-chloro-7-((2-methyl-1H-benzo[d]imidazol-6-yl)oxy)quinoxaline [C@H]12CC(C[C@H](CC1)N2)N2N=CC(=C2)C2=NC1=C(C(=CC=C1N=C2)OC=2C=CC1=C(NC(=N1)C)C2)Cl